2,5-dichloro-1,4-dimethylbenzene ClC1=C(C=C(C(=C1)C)Cl)C